ClC(OC1=CC=C(C=C1)NC(=O)C1=CC(=C2C(C(NC2=C1)=O)(C)C)C=1C=C2C(=NC1)CN(C2=O)C)(F)F N-(4-(chlorodifluoromethoxy)phenyl)-3,3-dimethyl-4-(6-methyl-5-oxo-6,7-dihydro-5H-pyrrolo[3,4-b]pyridin-3-yl)-2-oxoindoline-6-carboxamide